ClCC1=CC=C(CCN2CCOCC2)C=C1 4-(4-(chloromethyl)phenethyl)morpholine